6-chloro-2-(5-(1,2-dimethoxy-ethyl)-4H-1,2,4-triazol-3-yl)-3-(1H-imidazol-1-yl)-5-meth-oxy-1-methyl-1H-pyrrolo-[3,2-b]pyridine ClC=1C=C2C(=NC1OC)C(=C(N2C)C2=NN=C(N2)C(COC)OC)N2C=NC=C2